C(CCCCCCC\C=C/CCCCCCCC)(=O)N[C@@H](CC1=CNC=N1)C(=O)O N-oleoyl-histidine